4-fluorophenyl-N-(4-azaspiro[2.4]heptan-7-yl)-3,4-dihydroisoquinoline-2(1H)-carboxamide FC1=CC=C(C=C1)C1N(CCC2=CC=CC=C12)C(=O)NC1CCNC12CC2